tert-butyl (R)-(1-benzylpiperidin-3-yl)((1-methylcyclopropyl)methyl)carbamate C(C1=CC=CC=C1)N1C[C@@H](CCC1)N(C(OC(C)(C)C)=O)CC1(CC1)C